C(CCCCC\C=C/CCCCCCCC)C1OC(CN(C1)CCO[Si](C)(C)C(C)(C)C)CCCCCC(=O)OC(CCCCCCC(C)C)CCCCCCCC 8-methyl-1-octylnonyl 6-{6-[(Z)-7-hexadecenyl]-4-{2-[(tert-butyl)bis(methyl)siloxy]ethyl}-2-morpholinyl}hexanoate